(S)-2-amino-3-(3,4,5-trichlorophenyl)propanoic acid N[C@H](C(=O)O)CC1=CC(=C(C(=C1)Cl)Cl)Cl